4-((1R,3S)-3-hydroxycycloheptylamino)-2-((R)-5,6,7,8-tetrahydroquinolin-6-ylamino)pyrimidine-5-carboxamide O[C@@H]1C[C@@H](CCCC1)NC1=NC(=NC=C1C(=O)N)N[C@H]1CC=2C=CC=NC2CC1